BrC1=CC=C(S1)C1=NNC(=C1)NC1=CC(=C(C=C1)N1CCN(CC1)C)C(F)(F)F 3-(5-bromothien-2-yl)-N-(4-(4-methylpiperazin-1-yl)-3-(trifluoromethyl)phenyl)-1H-pyrazol-5-amine